4,5-difluoro-2-(4-((3-hydroxy-3-methylcyclobutyl)amino)pyrido[3,4-d]pyridazin-1-yl)phenol FC1=CC(=C(C=C1F)O)C1=C2C(=C(N=N1)NC1CC(C1)(C)O)C=NC=C2